N-[3-chloro-4-[4-[(2S,4S)-4-hydroxy-4-methyl-pyrrolidine-2-carbonyl]piperazine-1-carbonyl]phenyl]-5-(2,3-difluoro-4-methoxy-phenyl)-1-methyl-imidazole-2-carboxamide ClC=1C=C(C=CC1C(=O)N1CCN(CC1)C(=O)[C@H]1NC[C@@](C1)(C)O)NC(=O)C=1N(C(=CN1)C1=C(C(=C(C=C1)OC)F)F)C